ClC1=CC=C2C(=N1)N(C=C2C2=CC=NC=C2)COCC[Si](C)(C)C 4-(6-chloro-1-[[2-(trimethylsilyl)ethoxy]methyl]pyrrolo[2,3-b]pyridin-3-yl)pyridine